4-Chloro-2-(3-(trifluoromethyl)phenyl)-1H-pyrrolo[2,3-b]pyridine ClC1=C2C(=NC=C1)NC(=C2)C2=CC(=CC=C2)C(F)(F)F